3-(cyclobutylmethyl)pentane-2,4-dione C1(CCC1)CC(C(C)=O)C(C)=O